(S)-1-benzyl-N-(1,4-dimethyl-5-oxo-1,4,5,6,7,8-hexahydropyrazolo[4,3-B]azepin-6-yl)-4-fluoro-1H-pyrazole-3-carboxamide C(C1=CC=CC=C1)N1N=C(C(=C1)F)C(=O)N[C@H]1CCC2=C(N(C1=O)C)C=NN2C